N-[5-[(4-methoxyphenyl)methyl]-6-[[(2S)-2-methylpyrrolidin-1-yl]methyl]pyrrolo[3,2-c]pyridazin-3-yl]-1,1-diphenylmethanimine COC1=CC=C(C=C1)CN1C(=CC=2N=NC(=CC21)N=C(C2=CC=CC=C2)C2=CC=CC=C2)CN2[C@H](CCC2)C